N1CC(C1)=O.FC(C=O)(F)F 2,2,2-trifluoroacetaldehyde compound with azetidin-3-one